cetyl-trimethyl-para-methylbenzenesulfonic acid ammonium salt [NH4+].C(CCCCCCCCCCCCCCC)C1=C(C(=C(C(=C1S(=O)(=O)[O-])C)C)C)C